C(C)(C)OC(=O)C1N(CCN(C1)C1=C(C(N(C2=CC=C(N=C12)C#N)C)=O)C#N)C(C1=CC=C(C=C1)F)C1=CC=C(C=C1)F 1-(Bis(4-fluorophenyl)methyl)-4-(3,6-dicyano-1-methyl-2-oxo-1,2-dihydro-1,5-naphthyridin-4-yl)piperazine-2-carboxylic acid isopropyl ester